C1=CCCC12C=CCCC2 spiro[4.5]Deca-1,6-diene